C(CCC)C1(CSC2=C(N(C1=O)C1=CC=C(C=C1)F)C=C(C(=C2)OC)I)CCCC 3,3-dibutyl-5-(4-fluorophenyl)-7-iodo-8-methoxy-2,3-dihydro-1,5-benzothiazepine-4(5H)-one